FC=1C=C(C=NC1OCC(F)(F)F)[C@H](NC(=O)[C@H]1NC(NC1)=O)C1=NC(=C(C=C1)F)C(F)(F)F (S)-N-((S)-(5-fluoro-6-(2,2,2-trifluoroethoxy)pyridin-3-yl)(5-fluoro-6-(trifluoro-methyl)-pyridin-2-yl)methyl)-2-oxoimidazolidine-4-carboxamide